5-(4-Amino-5-((4-chloro-1H-imidazol-1-yl)methyl)pyrrolo[2,1-f][1,2,4]triazin-7-yl)-N-((3R,4S)-1-(3,3-difluorocyclobutan-1-carbonyl)-4-fluoropyrrolidin-3-yl)-2-methoxynicotinamid NC1=NC=NN2C1=C(C=C2C=2C=NC(=C(C(=O)N[C@@H]1CN(C[C@@H]1F)C(=O)C1CC(C1)(F)F)C2)OC)CN2C=NC(=C2)Cl